FC(C(F)F)(OC1=C(C(=O)NN)C=CC=C1)F 2-(1,1,2,2-tetrafluoroethoxy)benzohydrazide